BrC1=NC=CC(=C1)N(C1=NC(NC2=CC=C(C(=C12)F)F)=O)CC(F)F 4-[(2-bromo-4-pyridyl)-(2,2-difluoroethyl)amino]-5,6-difluoro-1H-quinazolin-2-one